vanadium-molybdenum-antimony [Sb].[Mo].[V]